BrC1=C(C=C(C(=C1)Br)OC)S(=O)(=O)N[C@@H](C(=O)O)CCCC(F)(F)F (R)-2-(2,4-dibromo-5-methoxyphenylsulfonylamino)-6,6,6-trifluorohexanoic acid